C(=O)O.C(C)N(CCCNC(=O)C1=CC2=C(N3C(S2)=NC(=C3)C3=CC=C(C=C3)C(N(C)C)=O)C=C1)CC N-(3-(diethylamino)propyl)-2-(4-(dimethylcarbamoyl)phenyl)benzo[d]imidazo[2,1-b]thiazole-7-carboxamide formate